C1(CC1)CCN(C1=C2CN(C(C2=CC=C1)=O)C1C(NC(CC1)=O)=O)C1CCC(CC1)N 3-{4-[(2-cyclopropylethyl)[(1s,4s)-4-aminocyclohexyl]amino]-1-oxo-3H-isoindol-2-yl}piperidine-2,6-dione